COC=1C(=CC=NC1)C1=C(C=NC(=C1)C)C(=O)N 5'-methoxy-6-methyl-[4,4'-bipyridin]-3-carboxamide